C(C)N(S(F)(F)F)CC N-ethyl-N-(trifluorosulfanyl)ethylamine